((1-((2-acetyl-6-(trifluoromethyl)pyridin-3-yl)methyl)-1H-pyrazol-4-yl)methyl)carbamic acid tert-butyl ester C(C)(C)(C)OC(NCC=1C=NN(C1)CC=1C(=NC(=CC1)C(F)(F)F)C(C)=O)=O